C(C)(C)(C)OC(=O)N(C(=O)OC(C)(C)C)C1=NC=CC(=C1)Br (4-bromopyridin-2-yl)iminodicarboxylic acid di-tert-butyl ester